(E)-4-(Dimethylamino)-N-(2-(4-hydroxy-3-methylbenzoyl)isoindolin-4-yl)but-2-enamide CN(C/C=C/C(=O)NC1=C2CN(CC2=CC=C1)C(C1=CC(=C(C=C1)O)C)=O)C